2-fluoro-4-(3-fluorobenzyloxy)benzaldehyde FC1=C(C=O)C=CC(=C1)OCC1=CC(=CC=C1)F